C1(=CC=CC=C1)C1CC2(C1)CN(CC2)C(=O)C2CC1(C2)NC(OC1)=O (2s,4s)-2-(2-phenyl-6-azaspiro[3.4]octane-6-carbonyl)-7-oxa-5-azaspiro[3.4]octan-6-one